1-chloroethyl (2-(2-hydroxyethoxy) ethyl) carbonate C(OC(C)Cl)(OCCOCCO)=O